O[C@@H]1[C@H]2[C@@]3(C[C@@]3([C@@H](C1)O2)C(=O)NC2=NC(=CC(=C2)C(F)(F)F)C)C2=CC(=NC=C2)OC |r| rac-(1r,2r,4s,5r,6s)-6-hydroxy-4-(2-methoxypyridin-4-yl)-N-(6-methyl-4-(trifluoromethyl)pyridin-2-yl)-8-oxatricyclo[3.2.1.02,4]octane-2-carboxamide